FC=1C=C(C(=O)O)C=C(C1OC)F 3,5-Difluoro-4-methoxybenzoic acid